(R)-methyl 5-amino-3-(3-amino-3H-spiro[benzofuran-2,4'-piperidin]-1'-yl)pyrazine-2-carboxylate NC=1N=C(C(=NC1)C(=O)OC)N1CCC2(CC1)OC1=C([C@H]2N)C=CC=C1